(S)-4-benzyloxy-L-phenylalanine C(C1=CC=CC=C1)OC1=CC=C(C[C@H](N)C(=O)O)C=C1